C(#N)CC1CCC(CC1)N1C(=NC=2C1=C1C(=NC2)NC=C1)CC(=O)NCC(CO)(C)C 2-(1-((1r,4r)-4-(cyanomethyl)cyclohexyl)-1,6-dihydroimidazo[4,5-d]pyrrolo[2,3-b]pyridin-2-yl)-N-(3-hydroxy-2,2-dimethylpropyl)acetamide